(hydroxypropyl)sulfonate OCCCS(=O)(=O)[O-]